OC1=CC=CC=2C(C3=CC(=CC=C3C(C12)=O)C)=O 1-hydroxy-6-methylanthracene-9,10-dione